5-(1-(3,5-Difluorophenyl)ethoxy)-3-(5-((1-Methylazetidin-3-yl)methyl)-1,4,5,6-Tetrahydropyrrolo[3,4-d]imidazol-2-yl)-1H-Indazol FC=1C=C(C=C(C1)F)C(C)OC=1C=C2C(=NNC2=CC1)C1=NC2=C(N1)CN(C2)CC2CN(C2)C